O=C1NCCC1NC1CC(NC1)C(=O)NC=1C=C(C=CC1)C 4-((2-oxopyrrolidin-3-yl)amino)-N-(m-tolyl)pyrrolidine-2-carboxamide